[1-[4-[Methyl(tetrahydropyran-4-yl)amino]-5-oxido-6,7-dihydrothieno[3,2-d]pyrimidin-5-ium-2-yl]azetidin-3-yl]-2-methyloxazol-5-carboxylat CN(C=1C2=C(N=C(N1)N1CC(C1)OC(=O)C1=CN=C(O1)C)CC[S+]2[O-])C2CCOCC2